NC1=C(C=C(C2=C1CCO2)C(=O)NC2CCN(CC2)CCCCCC(=O)N[C@H]2CN(CCC2)CCCCCCCC(=O)O)Cl (R)-8-(3-(6-(4-(4-amino-5-chloro-2,3-dihydrobenzofuran-7-carboxamido)piperidin-1-yl)hexanamido)piperidin-1-yl)octanoic acid